C1(CC1)C(C=1C(=C(N(N1)C1=NC=CC=N1)N)B1OC(C(O1)(C)C)(C)C)(F)F 5-[cyclopropyl(difluoro)methyl]-2-pyrimidin-2-yl-4-(4,4,5,5-tetramethyl-1,3,2-dioxaborolan-2-yl)pyrazol-3-amine